NC1=C(C=C(C=N1)C=1C=C(C(=O)NCCCN2CCCC2)C=CC1)OC(C)C1=C(C(=CC=C1F)F)Cl 3-{6-amino-5-[1-(2-chloro-3,6-difluoro-phenyl)-ethoxy]-pyridin-3-yl}-N-(3-pyrrolidin-1-yl-propyl)-benzamide